4-methylpiperidyl-dithiocarbamic acid CC1CCN(CC1)NC(S)=S